N(=[N+]=[N-])C(=C)C=1SC=C(C1)Br 2-(1-azidovinyl)-4-bromothiophene